N-(3-(3'-chloro-6-methoxy-5-((((1-methyl-5-oxopyrrolidin-2-yl)methyl)amino)methyl)-[2,4'-bipyridin]-2'-yl)-2-methylphenyl)-5-((3-hydroxyazetidin-1-yl)methyl)picolinamide ClC=1C(=NC=CC1C1=NC(=C(C=C1)CNCC1N(C(CC1)=O)C)OC)C=1C(=C(C=CC1)NC(C1=NC=C(C=C1)CN1CC(C1)O)=O)C